N1CCC(CC1)CN1CCC(CC1)NC(OC(C)(C)C)=O tert-butyl (1-(piperidin-4-ylmethyl)piperidin-4-yl)carbamate